2-(((3S,4R,6S,6R)-6-(7-((4-methoxybenzyl)amino)-5-(propylsulfanyl)-3H-[1,2,3]Triazolo[4,5-d]Pyrimidin-3-yl)-2,2-dimethyltetrahydro-4H-cyclopenta[d][1,3]Dioxolan-4-yl)oxy)ethan-1-ol COC1=CC=C(CNC=2C3=C(N=C(N2)SCCC)N(N=N3)[C@H]3C[C@H](C2C3OC(O2)(C)C)OCCO)C=C1